The molecule is a primary amino compound that is the N(tele)-methyl derivative of histamine. It has a role as a human metabolite and a mouse metabolite. It is a member of imidazoles and a primary amino compound. It derives from a histamine. It is a conjugate base of a N(tele)-methylhistaminium. CN1C=C(N=C1)CCN